2-(morpholino)-2-oxoacetic acid O1CCN(CC1)C(C(=O)O)=O